CC=1C=C(C=CC1CN1CC=2N(CC1)N=CN2)NC2=NC=NC1=CC=C(C=C21)N2CCN(CC2)C(C=C)=O 1-(4-{4-[(3-methyl-4-{5H,6H,8H-[1,2,4]triazolo[1,5-a]pyrazin-7-ylmethyl}phenyl)amino]quinazolin-6-yl}piperazin-1-yl)prop-2-en-1-one